C(CCC)OC1=CC=C(C=C1)S(=O)(=O)C=1C=NC2=CC=C(C=C2C1N1CCN(CCC1)C)OC(F)(F)F 3-((4-butoxyphenyl)sulfonyl)-4-(4-methyl-1,4-diazepan-1-yl)-6-(trifluoromethoxy)quinoline